C(#N)C=1C=C(C=NC1C(F)(F)F)N1CCCC2=CC(=CC(=C12)C#N)F 1-[5-cyano-6-(trifluoromethyl)pyridin-3-yl]-6-fluoro-1,2,3,4-tetrahydroquinoline-8-carbonitrile